(2S,4R)-4-hydroxy-1-[(2S)-2-[4-(2-methoxyphenyl)triazol-1-yl]-3,3-dimethyl-butanoyl]-N-methyl-pyrrolidine-2-carboxamide O[C@@H]1C[C@H](N(C1)C([C@H](C(C)(C)C)N1N=NC(=C1)C1=C(C=CC=C1)OC)=O)C(=O)NC